N(=[N+]=[N-])[C@](C)(CC)C1=CN=C(C2=CN=C(C=C12)Cl)OC(C)CCS(=O)(=O)C1CC1 4-((R)-2-azidobut-2-yl)-6-chloro-1-((4-(cyclopropylsulfonyl)butan-2-yl)oxy)-2,7-naphthyridine